S-(2-((1r,4r)-4-(aminomethyl)cyclohexanecarboxamido)ethyl) ethanethioate C(C)(SCCNC(=O)C1CCC(CC1)CN)=O